BrC1=C2N(N=C1C1=NC(=CC=C1)C)CCC2 3-bromo-2-(6-methylpyridin-2-yl)-5,6-dihydro-4H-pyrrolo[1,2-b]pyrazole